Tert-butyl-17-((4-bromopyridin-2-yl)oxy)-3,6,9,12,15-pentaoxaheptadecane C(C)(C)(C)CCOCCOCCOCCOCCOCCOC1=NC=CC(=C1)Br